ClCC1=C2C(=NC=3C=C(C(=CC13)NC(OC(C)(C)C)=O)F)C1=CC3=C(C(N1C2)=O)COC([C@]3(O)CC)=O tert-butyl (S)-(11-(chloromethyl)-4-ethyl-8-fluoro-4-hydroxy-3,14-dioxo-3,4,12,14-tetrahydro-1H-pyrano[3',4':6,7]indolizino[1,2-b]quinolin-9-yl)carbamate